COC1=C(C=CC=C1)OCC1=CC=CC=C1 1-methoxy-2-(phenylmethoxy)benzene